FC1=C(C=CC=C1)N1CC(C1)CNC1=C2C(=NC=3C=C(C(=CC13)OC)OC)CCC2 N-{[1-(2-fluorophenyl)azetidin-3-yl]methyl}-6,7-dimethoxy-1H,2H,3H-cyclopenta[b]quinolin-9-amine